4-phenylbutane-1,3-diol C1(=CC=CC=C1)CC(CCO)O